1-(10-heptadecenyl)-3,5-dimethoxybenzene C(CCCCCCCCC=CCCCCCC)C1=CC(=CC(=C1)OC)OC